C1(CC1)C([C@@H](C(NC1=CC2=C(CC(O2)CN2C(N[C@@H](C2)C(F)(F)F)=O)C=C1)=O)NC(=O)C1=NON=C1C)C1CC1 N-((2S)-1,1-dicyclopropyl-3-oxo-3-((2-(((S)-2-oxo-4-(trifluoromethyl)imidazolidin-1-yl)methyl)-2,3-dihydrobenzofuran-6-yl)amino)propan-2-yl)-4-methyl-1,2,5-oxadiazole-3-carboxamide